[Br-].COC(=O)C1=CC=C(C[Zn+])C=C1 (4-(methoxycarbonyl)benzyl)zinc (II) bromide